(S)-N-(4-((4-(3,5-dichlorophenyl)-2-methylpiperazin-1-yl)sulfonyl)phenyl)-2-(N-methylmethylsulfonamido)benzamide ClC=1C=C(C=C(C1)Cl)N1C[C@@H](N(CC1)S(=O)(=O)C1=CC=C(C=C1)NC(C1=C(C=CC=C1)N(S(=O)(=O)C)C)=O)C